O=C1NC(CCC1N1C(C2=CC=CC(=C2C1=O)CCCOCCOCCNC(OC(C)(C)C)=O)=O)=O tert-butyl (2-(2-(3-(2-(2,6-dioxopiperidin-3-yl)-1,3-dioxoisoindolin-4-yl)propoxy)ethoxy)ethyl)carbamate